4-((4-(2,6-Dimethylpyridin-4-yl)thiazol-2-yl)amino)benzenesulfonic acid CC1=NC(=CC(=C1)C=1N=C(SC1)NC1=CC=C(C=C1)S(=O)(=O)O)C